S(OC1=CC=C(C=C1)NC(CS(=O)(=O)C1=CC=C(C=C1)F)=O)(=O)(=O)F 4-(2-((4-fluorophenyl)sulfonyl)acetamido)phenyl sulfurofluoridate